NCC1=CC=C(CC(C(=O)N)OC2C#CCCCCC2)C=C1 [4-(aminomethyl)benzyl]-2-(2-cyclooctyn-1-yloxy)-acetamide